3-[2,4-dinitrostyryl]-7-(2-thienylacetamido)3-cephem [N+](=O)([O-])C1=C(C=CC=2CS[C@H]3N(C2)C(C3NC(CC=3SC=CC3)=O)=O)C=CC(=C1)[N+](=O)[O-]